S1OP(O1)(O)=S thiophosphoric thioester